pyrazolocyclooctanamide N1N=C(C2=C1CCCCCC2)C(=O)N